FC=1C(=CC=C2N=C(C(NC12)=O)C)C(C)O 8-fluoro-7-(1-hydroxyethyl)-3-methylquinoxalin-2(1H)-one